N-(2-(Benzylamino)-2-oxo-1-phenylethyl)-N-(3-(methylsulfonyl)-phenyl)-propiolamide C(C1=CC=CC=C1)NC(C(C1=CC=CC=C1)N(C(C#C)=O)C1=CC(=CC=C1)S(=O)(=O)C)=O